C[C@H]1CC[C@@H](N(C1)C(=O)OC(C)(C)C)C=1C=CC2=C(N=C(S2)[C@H]2CN(CCC2)C)C1 tert-butyl (2R,5S)-5-methyl-2-[2-[(3R)-1-methyl-3-piperidyl]-1,3-benzothiazol-5-yl]piperidine-1-carboxylate